C(C)OC(=O)C=1O[C@]([C@H](C1C1=C(C(=C(C=C1)F)C(F)F)OC)C)(C(F)(F)F)C |r| rac-(4S,5R)-3-(3-(difluoromethyl)-4-fluoro-2-methoxyphenyl)-4,5-dimethyl-5-(trifluoromethyl)-4,5-dihydrofuran-2-carboxylic acid ethyl ester